FC1=C(C=CC(=C1)F)NC(=O)C1(CC1)C(=O)NC1=C(C=C(C=C1)F)F N,N'-bis(2,4-difluorophenyl)cyclopropane-1,1-diamide